ClC1=C(C=C(C=C1)N1CC(C2=NC(=CC=C21)C(=O)N2C(CN(CC2)C=2SC=C(N2)C(=O)OCC)(C)C)(C)C)F ethyl 2-(4-(1-(4-chloro-3-fluorophenyl)-3,3-dimethyl-2,3-dihydro-1H-pyrrolo[3,2-b]pyridine-5-carbonyl)-3,3-dimethylpiperazin-1-yl)thiazole-4-carboxylate